2-(4-bromo-2,6-dimethylphenyl)-6-(1,5,2-dioxazepan-2-yl)-2,5-dihydro-4H-pyrazolo[3,4-d]pyrimidin-4-one BrC1=CC(=C(C(=C1)C)N1N=C2N=C(NC(C2=C1)=O)N1OCCOCC1)C